FC(OC1=CC=C(C=C1)C1=CN=CC(=N1)C(=O)NCCC=1C(=NC=C(C1)OC)F)F 6-(4-(difluoromethoxy)phenyl)-N-(2-(2-fluoro-5-methoxypyridin-3-yl)ethyl)pyrazine-2-carboxamide